COC1=CC=C(C=C1)[C@@H](CNC1=CC(=CC(=C1)C(F)(F)F)C(F)(F)F)CC1=NC=CC=C1 (S)-N-[2-(4-methoxyphenyl)-3-(pyridin-2-yl)propyl]-3,5-bis(trifluoromethyl)aniline